2-(1-(2-Chloro-5-((1-(2,2-difluoroethyl)-1H-pyrazol-4-yl)ethynyl)pyridin-4-yl)piperidin-4-yl)-N,N-dimethyl-ethan-1-amine ClC1=NC=C(C(=C1)N1CCC(CC1)CCN(C)C)C#CC=1C=NN(C1)CC(F)F